C(\C=C\C(=O)OC)(=O)OCC(NCCN(C)C)=O {N-[2-(dimethylamino)ethyl]carbamoyl}methyl methyl (2E)-but-2-ene-1,4-dioate